(R)-1-butyl-5,5'-dimethyl-1,2,5,6-tetrahydro-3,3'-bipyridine C(CCC)N1CC(=C[C@H](C1)C)C=1C=NC=C(C1)C